COC=1C=C(/C=C/C2=CC=C(OC(=O)OCCNC(C(CCC(NC(C3=CC=CC=C3)(C3=CC=CC=C3)C3=CC=CC=C3)=O)NC(OC(C)(C)C)=O)=O)C=C2)C=C(C1)OC Tert-butyl (E)-(1-((2-(((4-(3,5-dimethoxystyryl)phenoxy)carbonyl)oxy)ethyl) amino)-1,5-dioxo-5-(tritylamino)pentan-2-yl)carbamate